(3,3-difluoropiperidin-4-yl)carbamic acid tert-butyl ester C(C)(C)(C)OC(NC1C(CNCC1)(F)F)=O